(S)-N-(4-(8-amino-3,5-dimethylimidazo[1,5-a]pyrazin-1-yl)-3-methylphenyl)-2-(3-chlorophenyl)-2-hydroxyacetamide NC=1C=2N(C(=CN1)C)C(=NC2C2=C(C=C(C=C2)NC([C@@H](O)C2=CC(=CC=C2)Cl)=O)C)C